OC=1C(C=CN2C1C(NC=C2)=O)=O 9-Hydroxy-2H-pyrido[1,2-a]pyrazine-1,8-dione